1-[3-[{4-[[tert-butoxy]carbonyl]-3,5-dichlorophenyl}methoxy]propyl]-4-methyl-1H-1,2,3-benzotriazole-5-carboxylic acid C(C)(C)(C)OC(=O)C1=C(C=C(C=C1Cl)COCCCN1N=NC2=C1C=CC(=C2C)C(=O)O)Cl